FC1=C(OC2C(CCC2)=O)C=CC(=C1)[N+](=O)[O-] 2-(2-fluoro-4-nitrophenoxy)cyclopentan-1-one